N[C@@H]1CN(CC1)C1=C(C=NC(=C1C1=CC(=CC(=C1)F)F)C(F)(F)F)C(=O)NC1CCC(CC1)(F)F 4-[(3S)-3-aminopyrrolidin-1-yl]-N-(4,4-difluorocyclohexyl)-5-(3,5-difluorophenyl)-6-(trifluoromethyl)pyridine-3-carboxamide